C(CCCCCCCCCCCCCCC)(=O)OC[C@@H](OC(CCCCCCCCCCCCCCC)=O)COP(=O)(O)OCCN |r| 1,2-dipalmitoyl-rac-glycero-3-phosphoethanolamine